4-amino-3,3-dimethylbutan-1-ol NCC(CCO)(C)C